6-[(2S,6R)-2,6-dimethyl-4-piperidyl]-2-(6-hydroxy-2,7-dimethyl-indazol-5-yl)-1,6-naphthyridin-5-one C[C@@H]1N[C@@H](CC(C1)N1C(C=2C=CC(=NC2C=C1)C1=CC2=CN(N=C2C(=C1O)C)C)=O)C